The molecule is a chromanone that is 2,3-dihydro-4H-chromen-4-one substituted by hydroxy groups at positions 3 and 5 and a methyl group at position 2 (the 2R,3R stereoisomer). Isolated form the endophytic fungus Microdiplodia species, it exhibits antibacterial activity. It has a role as an antibacterial agent and a fungal metabolite. It is a member of phenols, a secondary alcohol, a chromanone and a secondary alpha-hydroxy ketone. C[C@@H]1[C@H](C(=O)C2=C(C=CC=C2O1)O)O